2,2-dimethyl-1,3-dioxolan-4,5-dimethanol CC1(OC(C(O1)CO)CO)C